(2S,3S,4S,5R,6S)-3,4,5-trihydroxy-6-(3-methyl-1-((S)-1-propylpyrrolidin-3-yl)-6,7,8,9-tetrahydro-3H-pyrazolo[3,4-c]isoquinolin-5-oxy)tetrahydro-2H-pyran-2-carboxylic acid O[C@@H]1[C@H](O[C@H]([C@@H]([C@H]1O)O)OC1=NC2=C(C=3CCCCC13)C(=NN2C)[C@@H]2CN(CC2)CCC)C(=O)O